The molecule is a dipeptide composed of L-threonine and L-histidine joined by a peptide linkage. It has a role as a metabolite. It derives from a L-threonine and a L-histidine. C[C@H]([C@@H](C(=O)N[C@@H](CC1=CN=CN1)C(=O)O)N)O